N1=CC(=CC=C1)/C=C/C(=O)OC(C)(C)C tert-butyl (E)-3-(pyridin-3-yl)acrylate